1-(2-fluoro-4-nitro-phenyl)-4-hydroxy-piperidine-4-carbonitrile FC1=C(C=CC(=C1)[N+](=O)[O-])N1CCC(CC1)(C#N)O